S(N)(=O)(=O)CCCNC(OC(C)(C)C)=O tert-butyl N-(3-sulfamoylpropyl)carbamate